4-Isothiocyanato-2-(trifluoromethyl)benzonitrile N(=C=S)C1=CC(=C(C#N)C=C1)C(F)(F)F